5-fluoro-N,N-diisopropyl-2-((4-(7-((1-(piperazin-1-ylsulfonyl)piperidin-4-yl)methyl)-2,7-diazaspiro[3.5]nonan-2-yl)pyrimidin-5-yl)oxy)benzamide hydrochloride Cl.FC=1C=CC(=C(C(=O)N(C(C)C)C(C)C)C1)OC=1C(=NC=NC1)N1CC2(C1)CCN(CC2)CC2CCN(CC2)S(=O)(=O)N2CCNCC2